COCCCN1C[C@@H]([C@H](CC1)NC(=O)C1=CC(=CC=2N(C=NC21)CC(F)(F)F)C#CCNC=2C(OC)=CC=C(C2)S(=O)(=O)C)C N-[(3S,4S)-1-(3-methoxypropyl)-3-methyl-4-piperidyl]-6-[3-(4-mesyl-2-anisidino)-1-propynyl]-1-(2,2,2-trifluoroethyl)-1H-1,3-benzimidazole-4-carboxamide